C(C)(C)(C)[C@@H]1N=C(N(C1)C1=CC=CC=C1)C1=C(N)C=CC=C1 2-[(4S)-4-tert-butyl-N-phenyl-2-imidazolinyl]Aniline